BrC1=CC=C(C=N1)[C@H](C)N (1S)-1-(6-bromo-3-pyridinyl)ethylamine